CS(=O)(=O)[O-].C(CCCCCCCCCCC)[NH+]1CC(CC1)CCC 1-Dodecyl-3-propylpyrrolidinium methansulfonat